C(C)(C)(C)OC(C1=CC=C(C=C1)N1CCNCC1)=O 4-(piperazin-1-yl)benzoic acid tert-butyl ester